C(C)C1=CC=C(C=N1)C1COC2=C(O1)C(=CC(=C2)CN2C=NC=1C2=NC=CC1)OC 3-((2-(6-ethylpyridin-3-yl)-8-methoxy-2,3-dihydrobenzo[b][1,4]dioxin-6-yl)methyl)-3H-imidazo[4,5-b]pyridine